N-(2-(2-methoxyethoxy)ethyl)pyrimidine-2-carboxamide COCCOCCNC(=O)C1=NC=CC=N1